ClC=1C=C(N)C=CC1SC(F)(F)F 3-chloro-4-((trifluoromethyl)thio)aniline